5-(Cyclopropylmethoxy)-6-methyl-2H-benzo[d][1,3]oxazine-2,4(1H)-dione C1(CC1)COC1=C(C=CC=2NC(OC(C21)=O)=O)C